C(C=C)(=O)OCCC[Zr](OC)(CCCOC(C=C)=O)CCCOC(C=C)=O tri(3-acryloxypropyl)methoxyzirconium(IV)